(E)-N-(5-bromo-4-(3-chloro-4-fluorophenyl)thiazol-2-yl)-5-((2-hydroxy-3-methoxybenzylidene)amino)-3-methylpyridine-2-sulfonamide BrC1=C(N=C(S1)NS(=O)(=O)C1=NC=C(C=C1C)/N=C/C1=C(C(=CC=C1)OC)O)C1=CC(=C(C=C1)F)Cl